2,2,4-trimethyl-1,2-dihydroquinolinium CC1([NH2+]C2=CC=CC=C2C(=C1)C)C